(1S,2S)-2-((4-(1-((1R,2S)-6-hydroxy-2-phenyl-1,2,3,4-tetrahydronaphthalen-1-yl)phenyl)piperidin-4-yl)piperazin-1-ylmethyl)cyclohexane-1-carbaldehyde OC=1C=C2CC[C@@H]([C@H](C2=CC1)C1(CC=CC=C1)C1(CCNCC1)C([C@@H]1[C@H](CCCC1)C=O)N1CCNCC1)C1=CC=CC=C1